C(C)(C)(C)OC(=O)NCCCC[C@](C(=O)O)(C)NC(=O)OCC1C2=CC=CC=C2C=2C=CC=CC12 (2S)-6-(tert-butoxycarbonylamino)-2-(9H-fluoren-9-ylmethoxycarbonylamino)-2-methyl-hexanoic acid